ClC=1C=C2C=NN(C2=C(C1)C(=O)O)CC1=NC=C(C=N1)C1=CC(=CC(=C1)OC)F 5-chloro-1-((5-(3-fluoro-5-methoxyphenyl)pyrimidin-2-yl)methyl)-1H-indazole-7-carboxylic acid